5-(1H-pyrazol-1-yl)pyridin-2(1H)-one N1(N=CC=C1)C=1C=CC(NC1)=O